4-Methyl-6-({[5-(naphthalen-2-yl)-1,3-oxazol-2-yl]methyl}sulfanyl)-1,3,5-triazin-2-amin CC1=NC(=NC(=N1)SCC=1OC(=CN1)C1=CC2=CC=CC=C2C=C1)N